[1,4]benzodiazepin-2(1H)-one N1C(CN=CC2=C1C=CC=C2)=O